COC=1N=CC2=C(N3C=CC(=C3CC2)C(=O)OCC)N1 ethyl 2-methoxy-5,6-dihydropyrimido[4,5-e]indolizine-7-carboxylate